C(C)O[C@@H]1C[C@@]2(CC[C@H](C1)N2CC2=C1C=CNC1=C(C=C2OC)C)C2=CC=C(C(=O)O)C=C2 4-((1S,3S,5R)-3-ethoxy-8-((5-methoxy-7-methyl-1H-indole-4-yl)methyl)-8-azabicyclo[3.2.1]octan-1-yl)benzoic acid